4-(4-(((1H-pyrazol-4-yl)methyl)(methyl)amino)-8-fluoro-2-(((2R,7aS)-2-fluorohexahydro-1H-pyrrolizin-7a-yl)methoxy)pyrido[4,3-d]pyrimidin-7-yl)-5-ethyl-6-fluoronaphthalen-2-ol N1N=CC(=C1)CN(C=1C2=C(N=C(N1)OC[C@]13CCCN3C[C@@H](C1)F)C(=C(N=C2)C2=CC(=CC1=CC=C(C(=C21)CC)F)O)F)C